FC(=C(C)N1N=CC=N1)NC(=O)C=1C=NN(C1C(F)(F)F)C1=C2C=CNC(C2=CC=C1)=C=O N-(1-fluoro-2-(2H-1,2,3-triazol-2-yl)prop-1-en-1-yl)-1-(1-carbonyl-1,2-dihydro-isoquinolin-5-yl)-5-(trifluoromethyl)-1H-pyrazole-4-carboxamide